COC1=CC=C(C=C1)C=1C=CC=C2C=NC(=NC12)NC1=CC=C(C=C1)Cl 8-(4-(methoxy)phenyl)-N-(4-chlorophenyl)quinazolin-2-amine